BrC=1C(=C(C#N)C(=CC1)N1CCN(CC1)C)N1CCC(CC1)C1=NN=CN1C 3-bromo-2-[4-(4-methyl-1,2,4-triazol-3-yl)piperidin-1-yl]-6-(4-methylpiperazin-1-yl)benzonitrile